ClC=1C=C(C=CC1[N+](=O)[O-])C(=O)N1CCN(CC1)C (3-chloro-4-nitrophenyl)(4-methylpiperazin-1-yl)methanone